ClC1=CC=C2C(=C(N(C2=C1F)C=1C=NN(C1)CCC)C1CC1)SC=1C(=C(C=CC1)C1(CC1)C(=O)O)F 1-(3-((6-chloro-2-cyclopropyl-1-(1-propyl-1H-pyrazol-4-yl)-7-fluoro-1H-indol-3-yl)thio)-2-fluorophenyl)cyclopropanecarboxylic acid